C(C)(=O)O[C@@H]1C=C[C@@H](CC1)OC(C)=O Cis-cyclohex-2-ene-1,4-diyl diacetate